(2E)-2-[2-[[(E)-(7-bromoindan-1-ylidene)amino]oxymethyl]-3-methyl-phenyl]-2-methoxyimino-acetic acid methyl ester COC(/C(=N/OC)/C1=C(C(=CC=C1)C)CO/N=C/1\CCC2=CC=CC(=C12)Br)=O